(R)-4-(1-((5-methoxy-7-methyl-1H-indol-4-yl)methyl)piperidin-2-yl)-2-(methylamino)benzoic acid COC=1C(=C2C=CNC2=C(C1)C)CN1[C@H](CCCC1)C1=CC(=C(C(=O)O)C=C1)NC